tert-butyl 9-((6-hydroxyhexyl)oxy)nonanoate OCCCCCCOCCCCCCCCC(=O)OC(C)(C)C